3-[6-[3-(trifluoromethyl)pyrrolidin-1-yl]-3-pyridyl]Azetidine-1-carboxylic acid tert-butyl ester C(C)(C)(C)OC(=O)N1CC(C1)C=1C=NC(=CC1)N1CC(CC1)C(F)(F)F